C(C)(C)C1=NN=C2N1N=C(C=C2NC2=NC=CC(=C2)OC)NC(CC)CC 3-isopropyl-N8-(4-methoxypyridin-2-yl)-N6-(pentan-3-yl)-[1,2,4]triazolo[4,3-b]pyridazine-6,8-diamine